2-chloro-5-(furan-2-yl)-N-(4-(1-isopropyl-4-(trifluoromethyl)-1H-imidazol-2-yl)benzyl)pyrimidin-4-amine ClC1=NC=C(C(=N1)NCC1=CC=C(C=C1)C=1N(C=C(N1)C(F)(F)F)C(C)C)C=1OC=CC1